FC(CO)(OC1=CC=C(C2=C1N=C(O2)N2CC1N(C(C2)C1)C(=O)OC(C)(C)C)C1=NC=CC=C1)F tert-Butyl 3-(4-(1,1-difluoro-2-hydroxyethoxy)-7-(pyridin-2-yl)benzo[d]oxazol-2-yl)-3,6-diazabicyclo[3.1.1]heptane-6-carboxylate